CC(C)=CCC[C@](C=C)(O)C (R)-2,6-Dimethyl-2,7-octadien-6-ol